N-(3-(5-(2,4-dichlorophenyl)-1H-pyrazolo[3,4-b]pyridine-3-carbonyl)-2,4-difluorophenyl)propane-1-sulfonamide ClC1=C(C=CC(=C1)Cl)C=1C=C2C(=NC1)NN=C2C(=O)C=2C(=C(C=CC2F)NS(=O)(=O)CCC)F